ClC1=NC(=NC=2N1N=CC2C(C)C)C=2C=NC=C(C2)F 4-chloro-2-(5-fluoro-3-pyridyl)-8-isopropyl-pyrazolo[1,5-a][1,3,5]triazine